3-((4-((dimethylamino)methyl)benzyl)amino)-6-fluoro-5-(1-(2-fluorophenyl)ethyl)-4H-benzo[e][1,2,4]thiadiazine 1,1-dioxide CN(C)CC1=CC=C(CNC2=NS(C3=C(N2)C(=C(C=C3)F)C(C)C3=C(C=CC=C3)F)(=O)=O)C=C1